ClC1=CC2=C([C@@]3(OCC2)C[C@H](N(CC3)CC(F)(F)F)C3=CC(=NO3)C)S1 1-((2S,4S)-2'-chloro-2-(3-methylisoxazol-5-yl)-4',5'-dihydrospiro[piperidine-4,7'-thieno[2,3-c]pyran]-1-yl)-2,2,2-trifluoroethan